C(#N)C=1C(=NC2=CC=CC=C2C1C1=C2C=NNC2=CC=C1C)N1CC2(CN(C2)C(=O)OC(C)(C)C)CC1 tert-butyl 6-(3-cyano-4-(5-methyl-1H-indazol-4-yl) quinolin-2-yl)-2,6-diazaspiro[3.4]octane-2-carboxylate